2-(2,6-dioxopiperidin-3-yl)-4-(3-(hydroxymethyl)azetidin-1-yl)isoindoline-1,3-dione O=C1NC(CCC1N1C(C2=CC=CC(=C2C1=O)N1CC(C1)CO)=O)=O